NC=1C=2N(C(=CN1)Cl)C(=NC2C2=C(C=C(C=C2)C(NC2=NC=CC(=C2)C(F)(F)F)=O)OC)[C@H]2CN([C@H](CO2)C)C2CCC(CC2)(C(=O)O)C 4-{(2R,5S)-2-[8-amino-5-chloro-1-(2-methoxy-4-{[4-(trifluoromethyl)pyridin-2-yl]carbamoyl}phenyl)imidazo[1,5-a]pyrazin-3-yl]-5-methylmorpholin-4-yl}-1-methylcyclohexanecarboxylic acid